2-(p-fluorophenyl)-5-methanesulfonyl-1,3,4-oxadiazole FC1=CC=C(C=C1)C=1OC(=NN1)S(=O)(=O)C